C(C)(C)(C)OC(=O)N[C@@H](CC(=O)O)CC1=C(C=C(C(=C1)F)F)F (R)-3-(tert-butyloxycarbonylamino)-4-(2,4,5-trifluorophenyl)butyric acid